cesium, lithium salt [Li].[Cs]